[2H]C([2H])([2H])NC1=CC2=C(C(N(N=C2C(C)C)CC(=O)NC2=NC=CC=N2)=O)S1 {2-Trideuteromethylamino-7-oxo-4-(propan-2-yl)-6H,7H-thieno[2,3-d]pyridazin-6-yl}-N-(pyrimidin-2-yl)acetamide